O=C1N(CCC(N1)=O)C1=NN(C2=CC(=C(C=C12)F)C=1C(CN(CC1)C(=O)OC(C)(C)C)(F)F)C tert-butyl 4-[3-(2,4-dioxohexahydropyrimidin-1-yl)-5-fluoro-1-methyl-indazol-6-yl]-3,3-difluoro-2,6-dihydropyridine-1-carboxylate